NC1=NC=CC(=C1C#CC1CCOCC1)OC1=C(C=C(C=C1)NC(=O)C=1C=NN(C1C(F)(F)F)C1=NC=CC=C1F)F N-(4-((2-amino-3-((tetrahydro-2H-pyran-4-yl)ethynyl)pyridin-4-yl)oxy)-3-fluorophenyl)-1-(3-Fluoropyridin-2-yl)-5-(trifluoromethyl)-1H-pyrazole-4-carboxamide